FC=1C(=CC2=C(OCC=3N2C=NC3)C1)C(=O)NC1=CC(=CC=C1)C1=NN=CN1C(C)C 7-fluoro-N-(3-(4-isopropyl-4H-1,2,4-triazol-3-yl)phenyl)-4H-benzo[b]imidazo[1,5-d][1,4]oxazine-8-carboxamide